3-methyl-4-(((1R,3r)-3-(piperidin-4-oxy)cyclobutyl)methoxy)-1H-indazole CC1=NNC2=CC=CC(=C12)OCC1CC(C1)OC1CCNCC1